OC1C(OC2=CC=CC=C2C1)O 3-hydroxychromanol